methyl trans-4-[(6-cyano-4-fluoro-benzimidazol-1-yl)methyl]cyclohexanecarboxylate C(#N)C=1C=C(C2=C(N(C=N2)C[C@@H]2CC[C@H](CC2)C(=O)OC)C1)F